tri(4-methylphenyl)phosphine oxide CC1=CC=C(C=C1)P(C1=CC=C(C=C1)C)(C1=CC=C(C=C1)C)=O